CC=1C=C(C(O)=CC1C)O 4,5-dimethyl-catechol